C12CC3CC(CC(C1)C3)C2 tricyclo[3.3.1.1~3,7~]decan